dodecyl (E)-2-(3-(Phenyldiazenyl)-1H-pyrazol-1-yl)acetate C1(=CC=CC=C1)/N=N/C1=NN(C=C1)CC(=O)OCCCCCCCCCCCC